COC1=CC=C(C=C1)C=1N=NN(N1)CC1=CC=C(C(=O)NO)C=C1 4-[[5-(4-methoxyphenyl)tetrazol-2-yl]methyl]benzohydroxamic acid